C(CCCCCCCCCCCCCCC)S hexadecanethiol